(3R,4S)-3-cyclopropyl-4-methyl-1-(5-(1-methyl-1H-pyrazol-4-yl)-1-((2-(trimethylsilyl)ethoxy)methyl)-1H-pyrazolo[3,4-b]pyridin-3-yl)-2-oxopyrrolidine-3-carbonitrile C1(CC1)[C@]1(C(N(C[C@H]1C)C1=NN(C2=NC=C(C=C21)C=2C=NN(C2)C)COCC[Si](C)(C)C)=O)C#N